C(C)[Si]1(O[Si](O[Si](O[Si](O[Si](O[Si](O1)(CC)CC)(CC)CC)(CC)CC)(CC)CC)(CC)CC)S[Si]1(O[Si](O[Si](O[Si](O[Si](O[Si](O1)(CC)CC)(CC)CC)(CC)CC)(CC)CC)(CC)CC)CC bis(2,4,4,6,6,8,8,10,10,12,12-undecaethylcyclohexasiloxanyl) sulfide